2,6-dichloro-4-(1-methyl-1H-pyrazol-4-yl)pyridine Methyl-2-((tert-butoxycarbonyl)amino)acetate COC(CNC(=O)OC(C)(C)C)=O.ClC1=NC(=CC(=C1)C=1C=NN(C1)C)Cl